C(#N)[C@@]1(CCCC2=CC(=CC=C12)F)NS(=O)C(C)(C)C N-((S)-1-cyano-6-fluoro-1,2,3,4-tetrahydronaphthalen-1-yl)-2-methylpropane-2-sulfinamide